2-(4-(2-((6-(benzyloxy)-1-(cyclopropylmethyl)-1H-benzo[d]-imidazol-2-yl)-amino)-2-oxo-ethyl)-2-fluoro-phenoxy)nicotinamide C(C1=CC=CC=C1)OC=1C=CC2=C(N(C(=N2)NC(CC2=CC(=C(OC3=C(C(=O)N)C=CC=N3)C=C2)F)=O)CC2CC2)C1